N-methoxy-[1,1'-biphenyl]-3-carboxamide CONC(=O)C=1C=C(C=CC1)C1=CC=CC=C1